4,5-dicyano-2-(trifluoromethyl)imidazole sodium [Na].C(#N)C=1N=C(NC1C#N)C(F)(F)F